[Na].OC=C1C(CC(CC1=O)C1=CC=CC=C1)=O 2-(hydroxy-methylene)-5-phenylcyclohexane-1,3-dione sodium salt